OCC#CC1CCN(CC1)C(=O)OC(C)(C)C tert-butyl 4-(3-hydroxyprop-1-yn-1-yl)piperidine-1-carboxylate